water potassium citrate C(CC(O)(C(=O)[O-])CC(=O)[O-])(=O)[O-].[K+].O.[K+].[K+]